FC=1C=C(C=CC1S(=O)(=O)C)C1=NC2=C(N1)C=C(C=C2C)C2CCN(CC2)C2CC1CCC(C2)N1CC(C)C 2-(3-Fluoro-4-(methylsulfonyl)phenyl)-6-(1-(8-isobutyl-8-azabicyclo[3.2.1]octan-3-yl)piperidin-4-yl)-4-methyl-1H-benzo[d]imidazol